2-fluoro-3-(pyrimidin-yl)prop-2-en-1-one 4-((4-methoxybenzoyl)oxy)-2-propoxybenzoate COC1=CC=C(C(=O)OC2=CC(=C(C(=O)O)C=C2)OCCC)C=C1.FC(C=O)=CC1=NC=CC=N1